N[C@@]1(CN(CC1)C1=C(C=NC(=C1C1=CC(=CC(=C1)F)F)C#N)C(=O)NCC1=CC=NN1C)C 4-[(3S)-3-amino-3-methylpyrrolidin-1-yl]-6-cyano-5-(3,5-difluorophenyl)-N-[(1-methyl-1H-pyrazol-5-yl)methyl]pyridine-3-carboxamide